ethyl 4-((1-benzylpiperidin-4-yl)(tert-butoxycarbonyl)amino)butanoate C(C1=CC=CC=C1)N1CCC(CC1)N(CCCC(=O)OCC)C(=O)OC(C)(C)C